(S)-N-(6-((R)-1-cyanospiro[2.2]pentan-1-yl)isoquinolin-3-yl)-1-(1-methyl-1H-pyrazol-4-yl)pyrrolidine-3-carboxamide C(#N)[C@@]1(CC12CC2)C=2C=C1C=C(N=CC1=CC2)NC(=O)[C@@H]2CN(CC2)C=2C=NN(C2)C